C(C)(C)(C)OC(=O)NCCCCNCC(CCCC(=O)OCCCCCCCCCCC)O undecyl 6-[4-(tert-butoxycarbonylamino)butylamino]-5-hydroxyhexanoate